Methyl (S,E)-3-(4-(benzyloxy)phenyl)-2-(2-(1-(3-(4-ethoxyphenyl)acryloyl)piperidin-4-yl)acetamido)propanoate C(C1=CC=CC=C1)OC1=CC=C(C=C1)C[C@@H](C(=O)OC)NC(CC1CCN(CC1)C(\C=C\C1=CC=C(C=C1)OCC)=O)=O